Vanadium disilicate [Si]([O-])([O-])([O-])[O-].[Si]([O-])(O)(O)O.[V+5]